(S)-2-amino-2-(4-dihydroxyboryl-benzyl)butanoic acid N[C@@](C(=O)O)(CC)CC1=CC=C(C=C1)B(O)O